C(N)(OCCCCNC(=S)N[C@@H]1O[C@H]([C@H]([C@H]([C@@H]1O)O)O)CO)=O (4-(3-((2r,3s,4r,5s,6s)-3,4,5-trihydroxy-6-(hydroxymethyl) tetrahydro-2H-pyran-2-yl) thioureido) butyl) carbamate